Cl.N1C(=NCC1)C(C)C 2-(2-Imidazoline-2-yl)propane hydrochloride